C(C)OC1=NC=CC=C1C1=NC=2CN(CC3(C2C=C1)CCN(CC3)C3=C(C(=CC=C3)OC)C(F)(F)F)C3CC(OC3)C(=O)N 4-(2'-(2-ethoxypyridin-3-yl)-1-(3-methoxy-2-(trifluoromethyl)phenyl)-6'H-spiro[piperidine-4,5'-[1,7]naphthyridin]-7'(8'H)-yl)tetrahydrofuran-2-carboxamide